COC1=CC=C(CNCC=2N=C(N(C2C(=O)OCC)C)C=2C=NC(=CC2)N2CCCC2)C=C1 Ethyl 4-(((4-methoxybenzyl)amino)methyl)-1-methyl-2-(6-(pyrrolidin-1-yl) pyridin-3-yl)-1H-imidazole-5-carboxylate